ethyl 5-amino-2-{1-[(tert-butoxy)carbonyl]-1,2,3,6-tetrahydropyridin-4-yl}pyrimidine-4-carboxylate NC=1C(=NC(=NC1)C=1CCN(CC1)C(=O)OC(C)(C)C)C(=O)OCC